OCCCCC#CC=1C=C(C(=O)N([C@H]2CNCCC2)C2=NC=CC3=CC=CC(=C23)C)C=CC1 (R)-3-(6-hydroxyhex-1-yn-1-yl)-N-(8-methylisoquinolin-1-yl)-N-(piperidin-3-yl)benzamide